4-CHLORO-1-(TETRAHYDRO-2H-PYRAN-4-YL)-1H-BENZO[D]IMIDAZOLE-2(3H)-ONE ClC1=CC=CC=2N(C(NC21)=O)C2CCOCC2